C(C)C1=C(C=CC2=C1N=C(O2)NC2=C(C=CC=C2)Br)C(=O)O.BrC2=C(C=CC=C2)NC=2OC1=C(N2)C=C(C=C1)C(=O)OCC Ethyl 2-((2-bromophenyl)amino)benzo[d]oxazole-5-carboxylate (Ethyl 2-((2-bromophenyl)amino)benzo[d]oxazole-5-carboxylate)